3-(7-((R)-3-methylmorpholino)-3-(1H-pyrazol-3-yl)pyrazolo[1,5-a]pyrimidin-5-yl)-8-oxa-3-azabicyclo[3.2.1]octane C[C@@H]1COCCN1C1=CC(=NC=2N1N=CC2C2=NNC=C2)N2CC1CCC(C2)O1